C(\C=C\C(=O)O)(=O)O.CN(CCCC(C(C)C)N1CC2(C1)CN(CC2)C=2N=CN=NC2OC2=C(C(=O)N(C(C)C)C(C)C)C=C(C=C2)F)C 2-((5-(2-(6-(dimethylamino)-2-methylhexan-3-yl)-2,6-diazaspiro[3.4]octan-6-yl)-1,2,4-triazin-6-yl)oxy)-5-fluoro-N,N-diisopropylbenzamide fumarate